methyl N-[5-({4-[(2S)-2-({8-[ethyl(methyl)carbamoyl]quinazolin-4-yl}amino)propyl]piperazin-1-yl}sulfonyl)-4-methyl-1,3-thiazol-2-yl]carbamate C(C)N(C(=O)C=1C=CC=C2C(=NC=NC12)N[C@H](CN1CCN(CC1)S(=O)(=O)C1=C(N=C(S1)NC(OC)=O)C)C)C